S(=O)(=O)(C1=CC=C(C)C=C1)NCCC1=CNC2=CC=CC=C12 N-tosyl-2-(1H-indol-3-yl)ethylamine